C(CCC)[Sn](C=1SC(=CC1)C)(CCCC)CCCC tributyl-(5-methylthiophen-2-yl)stannane